C(C1=CC=CC=C1)OP(=O)(OCC1=CC=CC=C1)C1=CC=C(C=C1)C(C(=O)O)NC(=O)N1C(N(CC1)S(=O)(=O)C1=C(C(=C(C=C1)OC)OC)Cl)=O 2-(4-(bis(benzyloxy)phosphoryl)phenyl)-2-(3-((2-chloro-3,4-dimethoxyphenyl)sulfonyl)-2-oxoimidazolidine-1-carboxamido)acetic acid